FC(C(=O)NC1=CC=CC=C1)(C(F)(F)F)F 2,2,3,3,3-pentafluoro-N-phenylpropionamide